Cl.CC=1N=CC(=NC1)[C@H]1NOCC1 (3S)-3-(5-methylpyrazin-2-yl)isoxazolidine HCl salt